bis(trifluoromethyl)diaminodiphenyl-benzoxazine sodium-potassium-calcium [Ca].[K].[Na].FC(F)(F)C1=C(C(=C(C=2C(=C(NOC21)C2=CC=CC=C2)C2=CC=CC=C2)N)N)C(F)(F)F